(1R,3S,5S)-6-oxabicyclo[3.1.0]hexane-3-carboxylate [C@H]12CC(C[C@@H]2O1)C(=O)[O-]